FC(OC=1C=NC(=NC1)C=1C=NN(C1NC(O[C@H](C)C=1C(=NC=C(C1)F)F)=O)C)F (R)-1-(2,5-difluoropyridin-3-yl)ethyl (4-(5-(difluoromethoxy)pyrimidin-2-yl)-1-methyl-1H-pyrazol-5-yl)carbamate